C1(CCCCC1)C(N)C1CCCCC1 dicyclohexylmethaneamine